methyl 4-((4-([1,1'-biphenyl]-3-yl)-5-chloropyrimidin-2-yl)amino)cyclohexane-1-carboxylate C1(=CC(=CC=C1)C1=NC(=NC=C1Cl)NC1CCC(CC1)C(=O)OC)C1=CC=CC=C1